3-(2,6-difluorophenyl)-3-oxo-propionic acid ethyl ester C(C)OC(CC(=O)C1=C(C=CC=C1F)F)=O